2,3-difluoro-4-[3-methyl-1-[[1-(2-trimethylsilylethoxymethyl)triazol-4-yl]methyl]pyrazol-4-yl]phenol FC1=C(C=CC(=C1F)C=1C(=NN(C1)CC=1N=NN(C1)COCC[Si](C)(C)C)C)O